COC[C@H](C(N1CCN(CC1)C1=CC(=CC=C1)OC(F)(F)F)=O)NC(OC(C)(C)C)=O (R,S)-tert-butyl (3-methoxy-1-oxo-1-(4-(3-(trifluoromethoxy)phenyl)piperazin-1-yl)propan-2-yl)carbamate